5,7-difluoro-2-[4-(2-hydroxy-ethoxy)-3,5-dimethylphenyl]-3H-quinazolin-4-one FC1=C2C(NC(=NC2=CC(=C1)F)C1=CC(=C(C(=C1)C)OCCO)C)=O